ClC1=C(C=C(C=C1)N1CC2=C(C(C1)(C)C)N=C(N2C)C(=O)OC)F methyl 5-(4-chloro-3-fluorophenyl)-3,7,7-trimethyl-4,5,6,7-tetrahydro-3H-imidazo[4,5-c]pyridine-2-carboxylate